C(C)(C)(C)OC(NC=1CN(C(CC1)CN)CC1=CC=CC=C1)=O (6-(aminomethyl)-1-benzyl-1,2,5,6-tetrahydropyridin-3-yl)carbamic acid tert-butyl ester